CC(=C(C)[N+](=O)[O-])C 3-methyl-2-nitro-2-butene